CC1=C(C=CC=C1NC(=O)C=1OC(=NN1)C1NCCC1)C1=C(C(=CC=C1)NC(=O)C=1OC(=NN1)C1NCCC1)C (2,2'-dimethyl-[1,1'-biphenyl]-3,3'-diyl)bis(5-(pyrrolidin-2-yl)-1,3,4-oxadiazole-2-carboxamide)